C(C)(C)(C)C1=NC=C(C=C1)C=C 2-(tert-butyl)-5-vinylpyridine